N-(4-amino-1H-pyrazolo[4,3-c]pyridin-7-yl)-N'-benzyl-N'-(1-naphthylmethyl)oxamide NC1=NC=C(C2=C1C=NN2)NC(=O)C(=O)N(CC2=CC=CC1=CC=CC=C21)CC2=CC=CC=C2